OCC1C(O1)(C)C=1C=C(C=CC1)[C@H]1[C@@H](C1)C(=O)OCC rac-Ethyl (1r,2r)-2-(3-(3-(hydroxymethyl)-2-methyloxiran-2-yl)phenyl)cyclopropane-1-carboxylate